gamma-hexenal C(CCC=CC)=O